C(CCC1=CC=C(O)C=C1)(=O)[O-] phloretate